(3R,4S)-4-METHOXY-2-METHYLHEPT-6-ENE-3-SULFONAMIDE CO[C@H]([C@@H](C(C)C)S(=O)(=O)N)CC=C